C1(=CC=CC=C1)N1C(=NC=2C1=C1C(=NC2)N(C=C1)S(=O)(=O)C1=CC=C(C)C=C1)C1=CC=C(O1)C=O 5-(1-phenyl-6-tosyl-1,6-dihydroimidazo[4,5-d]pyrrolo[2,3-b]pyridin-2-yl)furan-2-carbaldehyde